3-[[4-[(2R)-2-[[5-(Cyclopentoxy)-2-pyridyl]methylamino]-4,4-dimethyl-pentoxy]-6-(2,6-dimethylphenyl)pyrimidin-2-yl]sulfamoyl]benzoic acid C1(CCCC1)OC=1C=CC(=NC1)CN[C@@H](COC1=NC(=NC(=C1)C1=C(C=CC=C1C)C)NS(=O)(=O)C=1C=C(C(=O)O)C=CC1)CC(C)(C)C